CC1(CC=C(/C=C/C(=O)O)C(=C1)C)O 4,6-dimethylcoumaric acid